C(C1=CC=CC=C1)OC1=C(C(=C(C=C1)C=1C=NN(C1C1=NC=CC=C1)COCC[Si](C)(C)C)F)F 2-[[4-(4-benzyloxy-2,3-difluoro-phenyl)-5-(2-pyridinyl)pyrazol-1-yl]methoxy]ethyl-trimethyl-silane